N1C(=CC=2C=NC=CC21)CN (1H-pyrrolo[3,2-c]pyridin-2-yl)methylamine